C(C)OC(=O)C=1C(=NN(C1Br)CCCCO)Br 3,5-dibromo-1-(4-hydroxybutyl)pyrazole-4-carboxylic acid ethyl ester